2-{4-(6-phenyldibenzothiophen-4-yl)-phenyl}-4,6-diphenyl-1,3,5-triazine C1(=CC=CC=C1)C1=CC=CC=2C3=C(SC21)C(=CC=C3)C3=CC=C(C=C3)C3=NC(=NC(=N3)C3=CC=CC=C3)C3=CC=CC=C3